BrC1=CC2=C(C(CO2)NS(=O)C(C)(C)C)C=C1I N-(6-bromo-5-iodo-2,3-dihydrobenzofuran-3-yl)-2-methylpropan-2-sulfinamide